FC1OC2=C(OC1)C(=CC=C2N2CCNCC2)F 3,8-Difluoro-5-(piperazin-1-yl)-2,3-dihydro-1,4-benzodioxine